FC1=C(C(=C(C=C1F)F)F)N([C@@H](CCCCNC(CCCCCCC\C=C/CCCCCCCC)=O)C(=O)O)C(=O)OC(C)(C)C 2,3,5,6-tetrafluorophenyl-N2-(tert-butoxy-carbonyl)-N6-oleoyl-L-lysine